C(C)C1=NC2=CC=C(C=C2NC1=O)CN1CC2(CN(C2)C2=CC=C(N=N2)C(=O)NC)C1 6-(6-((2-ethyl-3-oxo-3,4-dihydroquinoxalin-6-yl)methyl)-2,6-diazaspiro[3.3]heptan-2-yl)-N-methylpyridazine-3-carboxamide